FC1=C(CN2C(N(C(C3=C2SC(=C3CN(C)C)C3=CC=C(C=C3)NC(=O)NOC)=O)C=3N=NC(=CC3)OC)=O)C(=CC=C1)F 1-{4-[1-(2,6-difluorobenzyl)-5-dimethylaminomethyl-3-(6-methoxypyridazin-3-yl)-2,4-dioxo-1,2,3,4-tetrahydrothieno[2,3-d]pyrimidin-6-yl]phenyl}-3-methoxyurea